NC1=CC=CC=2C(C3=CC=CC=C3C(C12)=O)=O 1-aminoanthraquinone